COC=1C(=CC2=C(N(N=N2)C)C1)B1OC(C(O1)(C)C)(C)C 6-methoxy-1-methyl-5-(4,4,5,5-tetramethyl-1,3,2-dioxaborolan-2-yl)benzotriazole